C(C)(C1=C(C(=CC(=C1)CC(C)C)C(C)(C)C)O)C1=C(C(=CC(=C1)CC(C)C)C(C)(C)C)O 2,2'-ethylidenebis(6-t-butyl-4-isobutylphenol)